C(CCCC)C(CO)=CC1=CC=CC=C1 α-Amylcinnamyl alcohol